CC(CCC(=O)OCC(=O)NCC1=CC(=C(C=C1)O)OC)=CCCC(=CCCC=C(CCC=C(CCC=C(C)C)C)C)C 2-((4-hydroxy-3-methoxybenzyl)-amino)-2-oxoethyl 4,8,13,17,21-pentamethyldocosa-4,8,12,16,20-pentaenoate